gold (I) fluoride [Au]F